rac-(2'-(2-ethoxypyridin-3-yl)-7'-(pyrrolidin-3-yl)-7',8'-dihydro-6'H-spiro[piperidine-4,5'-[1,7]naphthyridin]-1-yl)(6-methoxy-2-(trifluoromethyl)pyridin-3-yl)methanone C(C)OC1=NC=CC=C1C1=NC=2CN(CC3(C2C=C1)CCN(CC3)C(=O)C=3C(=NC(=CC3)OC)C(F)(F)F)[C@H]3CNCC3 |r|